O=C1OC2(C3=C1C=NC=C3)CCC(CC2)C(=O)N[C@@H](CCCCCC(CC)=O)C=2NC(=CN2)C2=CC=CC=C2 (1S,4r)-3'-oxo-N-((S)-7-oxo-1-(5-phenyl-1H-imidazol-2-yl)nonyl)-3'H-spiro[cyclohexane-1,1'-furo[3,4-c]pyridine]-4-carboxamide